2-((3,4-dihydroxyphenethyl)-amino)-2-oxoethyl oleate C(CCCCCCC\C=C/CCCCCCCC)(=O)OCC(=O)NCCC1=CC(=C(C=C1)O)O